N1(CCC2=CC=CC=C12)C(=O)N1CCC(CC1)(C(=O)OC)CC(=O)O 2-[1-(indoline-1-carbonyl)-4-methoxycarbonyl-4-piperidinyl]acetic acid